NC1=C2N=CN(C2=NC(=N1)F)CC=1C=C(COC=2C=C(C=NC2)CO)C=CC1 (5-((3-((6-amino-2-fluoro-9H-purin-9-yl)methyl)benzyl)oxy)pyridin-3-yl)methanol